benzyl (3-((2,2-dimethyl-1,3-dioxan-5-yl)methoxy)-2,2-bis(((2,2-dimethyl-1,3-dioxan-5-yl)methoxy) methyl)propyl)carbamate CC1(OCC(CO1)COCC(CNC(OCC1=CC=CC=C1)=O)(COCC1COC(OC1)(C)C)COCC1COC(OC1)(C)C)C